N=1C=CN2C1N=CC=C2 imidazo-[1,2-a]pyrimidine